4-({2-[3-({2-[2-(dimethylamino)ethoxy]-4-methanesulfonylphenyl}amino)prop-1-yn-1-yl]-1-(2,2,2-trifluoroethyl)-1H-indol-4-yl}amino)-1λ6-thiane-1,1-dione CN(CCOC1=C(C=CC(=C1)S(=O)(=O)C)NCC#CC=1N(C2=CC=CC(=C2C1)NC1CCS(CC1)(=O)=O)CC(F)(F)F)C